2-Methyl-8-(2-((methyl(2-(methylamino)ethyl)amino)methyl)-5,6-dihydro-4H-pyrrolo[1,2-b]pyrazol-3-yl)-2-azaspiro[4.5]decan-1-one CN1C(C2(CC1)CCC(CC2)C2=C1N(N=C2CN(CCNC)C)CCC1)=O